5-cyano-3-methyl-N-(3-(oxazol-5-yl)-1H-indazol-5-yl)picolinamide C(#N)C=1C=C(C(=NC1)C(=O)NC=1C=C2C(=NNC2=CC1)C1=CN=CO1)C